1-(((4-(7-(dimethylphosphoryl)-6-fluoro-1H-indol-3-yl)-5-(trifluoromethyl)pyrimidin-2-yl) Amino)methyl)-5-azaspiro[2.4]heptane-5-carboxylate CP(=O)(C)C=1C(=CC=C2C(=CNC12)C1=NC(=NC=C1C(F)(F)F)NCC1CC12CN(CC2)C(=O)[O-])F